C(C)N1CCN(CC1)CCNC=1C=CC(=NC1)N N5-(2-(4-ethylpiperazin-1-yl)ethyl)pyridine-2,5-diamine